FC(C1=CC=CC2=C1S(CO2)=O)(F)F 4-(Trifluoromethyl)-1,3-benzoxathiolan-3-on